C(C)(C)(C)OC(=O)N1C[C@H](CC1)[C@H](C)O (S)-3-((S)-1-hydroxyethyl)pyrrolidine-1-carboxylic acid tert-butyl ester